methyl 4-cyclobutyl-5-(5-ethyl-1H-pyrazol-3-yl)-2-methylbenzoate C1(CCC1)C1=CC(=C(C(=O)OC)C=C1C1=NNC(=C1)CC)C